[C@H]12COC[C@@H]2C1NC1=NC=CC(=C1)CN1C(N(C(C1(C)C)=O)C1=CC=C2C3(CN(C2=C1)C(=O)C1CC1)CC3)=O 1-((2-((1R,5S,6r)-3-oxabicyclo[3.1.0]hexan-6-ylamino)pyridin-4-yl)methyl)-3-(1'-(cyclopropanecarbonyl)spiro[cyclopropane-1,3'-indolin]-6'-yl)-5,5-dimethylimidazolidine-2,4-dione